ClC1=NC=2CCN(C(C2C=C1)=O)C(=O)OC(C)(C)C tert-butyl 2-chloro-5-oxo-7,8-dihydro-1,6-naphthyridine-6-carboxylate